(Z)-2-Cyano-N,N-dimethyl-3-(8-(4-(trifluoromethyl)phenyl)imidazo[1,2-a]pyrazin-6-yl)acrylamide C(#N)/C(/C(=O)N(C)C)=C/C=1N=C(C=2N(C1)C=CN2)C2=CC=C(C=C2)C(F)(F)F